S1C2=C(C(=C1)C1=NC(=C3N=CN(C3=N1)C1COCCC1)NCCC1=CC=C(C=C1)O)C=CC=C2 4-(2-(2-(benzo[b]thiophen-3-yl)-9-(tetrahydro-2H-pyran-3-yl)-9H-purin-6-ylamino)ethyl)phenol